triphenylene-2,3,6,7,10,11-hexathiol C1=C(C(=CC=2C3=CC(=C(C=C3C3=CC(=C(C=C3C12)S)S)S)S)S)S